2λ6-thia-3,9,11,18,23-pentaazatetracyclo[17.3.1.111,14.05,10]tetracosa-1(23),5,7,9,19,21-hexaene-2,4-dione C1=2[SH2](NC(C3=CC=CN=C3N3CCC(CCCNC(=CC=C1)N2)C3)=O)=O